C(#N)C1=CC(=C(C(=C1)F)C1=CC(=NC(=C1)OCC)NC(=O)C=1C(N(C=C(C1)CNC[C@H]1OCCC1)C)=O)C(=O)N1CC(C1)(F)F N-[4-[4-cyano-2-(3,3-difluoroazetidine-1-carbonyl)-6-fluorophenyl]-6-ethoxypyridin-2-yl]-1-methyl-2-oxo-5-[[[(2S)-oxolan-2-yl]methylamino]methyl]pyridine-3-carboxamide